4-tert-butyldimethyl-cinnamic acid C(C)(C)(C)C1=CC=C(C(=C(C(=O)O)C)C)C=C1